C(C)(C)(C)C1=NOC(=C1)NC(=O)C1=CSC=2CN(CCC21)CC=2C=NC=1N(C2)N=CC1 N-(3-(tert-butyl)isoxazol-5-yl)-6-(pyrazolo[1,5-a]pyrimidin-6-ylmethyl)-4,5,6,7-tetrahydrothieno[2,3-c]pyridine-3-carboxamide